FC=1C=C(C=C(C1)C1=C2C(=NC=C1)NC(C2)=O)N2CCN(CC2)C(=O)OC(C)(C)C tert-butyl 4-[3-fluoro-5-(2-oxo-1,3-dihydropyrrolo[2,3-b]pyridin-4-yl)phenyl]piperazine-1-carboxylate